C(C)(=O)OCC\C=C\CCCCCCCCCC (E)-3-Tetradecenyl acetate